butyl-fluorenolate C(CCC)C1=C(C=2CC3=CC=CC=C3C2C=C1)[O-]